C(C)(=O)C1=NN(C2=CC=C(C=C12)C=1C=NC(=NC1)N)CC(=O)N1[C@@H]([C@@H]2C[C@@H]2C1)C(=O)NC1=NC(=CC=C1C)Br (1R,2S,5S)-3-(2-(3-acetyl-5-(2-aminopyrimidin-5-yl)-1H-indazol-1-yl)acetyl)-N-(6-bromo-3-methylpyridin-2-yl)-3-azabicyclo[3.1.0]hexane-2-carboxamide